C1(CC1)S(=O)(=O)C1=CC(=NC=C1)[C@@H](CC)NC(=O)C=1SC(=CN1)C1=NC(=CN=C1)OCC N-[(1R)-1-(4-cyclopropanesulfonylpyridin-2-yl)propyl]-5-(6-ethoxypyrazin-2-yl)-1,3-thiazole-2-carboxamide